FC=1C=C(C=CC1)N1C2N(C(C=3C=CC=CC13)=O)CCC1=C2NC2=CC=C(C=C21)O 14-(3-fluorophenyl)-10-hydroxy-8,13,13b,14-tetrahydroindolo[2',3':3,4]pyrido[2,1-b]quinazolin-5(7H)-one